ClC1=C(C#N)C=C(C(=N1)NC1=CC2=C(N(C(N2CCC(C)(C)O)=O)C)C=C1)Cl 2,5-dichloro-6-((3-(3-hydroxy-3-methylbutyl)-1-methyl-2-oxo-2,3-dihydro-1H-benzo[d]imidazol-5-yl)amino)nicotinonitrile